ClC1=CC(=C(C=C1)C1=NC(=CC=2N=C(N(C(C21)=O)CCC)C)N2CC=1N(N=CC1C2)C)F 5-(4-chloro-2-fluorophenyl)-2-methyl-7-(1-methyl-4,6-dihydropyrrolo[3,4-c]pyrazol-5(1H)-yl)-3-propylpyrido[4,3-d]pyrimidin-4(3H)-one